[Al+2].C(C)CC(CC(=O)[O-])=O.C(C)CC(CC(=O)[O-])=O bis(ethylacetoacetate) Aluminum